1,1,1,2,2,3,3,4,4,5,5,6,6-tridecafluoropentadecane FC(C(C(C(C(C(CCCCCCCCC)(F)F)(F)F)(F)F)(F)F)(F)F)(F)F